FC1=CC=C(C=C1)N1CCC(CC1)C(=O)NC1=NC=C(C=C1)O (4-fluorophenyl)-N-(5-hydroxypyridin-2-yl)piperidine-4-carboxamide